N-((4-methoxy-6-methyl-2-oxo-1,2-dihydropyridin-3-yl)methyl)-6-methyl-5-(1-morpholinoethyl)-2-(thiazol-5-yl)indolizine-7-carboxamide COC1=C(C(NC(=C1)C)=O)CNC(=O)C=1C(=C(N2C=C(C=C2C1)C1=CN=CS1)C(C)N1CCOCC1)C